N-(3'-(3-(4-acetylpiperazin-1-yl)isoxazol-5-yl)-2'-hydroxy-[1,1'-biphenyl]-4-yl)acetamide C(C)(=O)N1CCN(CC1)C1=NOC(=C1)C=1C(=C(C=CC1)C1=CC=C(C=C1)NC(C)=O)O